F[Fe](F)(F)(F)(F)(F)(F)F octafluoro-iron